[Br-].[Br-].C=C1C(=CC(C=C1)=C)N1C=[N+](C=C1)C.C=C1C(=CC(C=C1)=C)N1C=[N+](C=C1)C 1,4-bis-methylene(3-methylimidazolium-1-yl)-benzene dibromide